6-[2-Chloro-4-(5-thiazolyl)phenyl]-8-ethyl-2-[[4-(4-methyl-1-piperazinyl)phenyl]amino]pyrido[2,3-d]pyrimidin-7(8H)-one ClC1=C(C=CC(=C1)C1=CN=CS1)C1=CC2=C(N=C(N=C2)NC2=CC=C(C=C2)N2CCN(CC2)C)N(C1=O)CC